CC=1C=C(C=C(C1O)C)C12CC3(CC(CC(C1)(C3)C(C)C)(C2)C)C2=CC(=C(C(=C2)C)O)C 1,3-bis(3,5-dimethyl-4-hydroxyphenyl)-5-methyl-7-isopropyladamantane